6-{[3,5-bis(trifluoromethyl)phenyl](ethyl)amino}pyridine-3-carboxylic Acid FC(C=1C=C(C=C(C1)C(F)(F)F)N(C1=CC=C(C=N1)C(=O)O)CC)(F)F